3-tert-butyl 5-ethyl 4,5-dihydro-1,2-oxazole-3,5-dicarboxylate O1N=C(CC1C(=O)OCC)C(=O)OC(C)(C)C